FC1=C(C(=O)NC=2C=CC=3N(C2)C=C(N3)[C@@H]3N(CCC3)C)C=CC(=C1)C=1C=NN(C1)C |o1:15| rel-2-fluoro-4-(1-methyl-1H-pyrazol-4-yl)-N-{2-[(2R)-1-methylpyrrolidin-2-yl]imidazo[1,2-a]pyridin-6-yl}benzamide